Cl.FC=1C=C(C=CC1)[C@@H](O)C12CCC(CC1)(N2)COC (R)-(3-Fluorophenyl)(4-(methoxymethyl)-7-azabicyclo[2.2.1]heptan-1-yl)methanol hydrochloride